methyl (1S,2S)-2-(6-fluorobenzo[d]oxazol-2-yl)cyclopropane-1-carboxylate FC1=CC2=C(N=C(O2)[C@@H]2[C@H](C2)C(=O)OC)C=C1